3-[6-[[(3S,4R)-1-[5-Chloro-4-[(1-methyl-2-oxo-indolin-5-yl)amino]pyrimidin-2-yl]-3-(hydroxymethyl)-4-piperidyl]amino]-1-methyl-indazol-3-yl]piperidine-2,6-dione ClC=1C(=NC(=NC1)N1C[C@@H]([C@@H](CC1)NC1=CC=C2C(=NN(C2=C1)C)C1C(NC(CC1)=O)=O)CO)NC=1C=C2CC(N(C2=CC1)C)=O